FC(CC1(CCN(CC1)C(=O)OC(C)(C)C)C(N[C@H](C(=O)OC)CCCCCCCC1=NC=2NCCCC2C=C1)=O)F tert-butyl (S)-4-(2,2-difluoroethyl)-4-((1-methoxy-1-oxo-9-(5,6,7,8-tetrahydro-1,8-naphthyridin-2-yl)nonan-2-yl)carbamoyl)piperidine-1-carboxylate